4-(4-(diethylamino)styryl)-N-carboxymethylpyridinium chloride [Cl-].C(C)N(C1=CC=C(C=CC2=CC=[N+](C=C2)CC(=O)O)C=C1)CC